2-(3,5-dichloro-4-(2-fluoro-3-(1-(4-fluorophenyl)butyl)-4-hydroxybenzyl)phenoxy)acetic acid ClC=1C=C(OCC(=O)O)C=C(C1CC1=C(C(=C(C=C1)O)C(CCC)C1=CC=C(C=C1)F)F)Cl